(S)-4-(bis(4-fluorophenyl)methyl)-3-isopropylpiperazine-1-carboxylic acid tert-butyl ester C(C)(C)(C)OC(=O)N1C[C@@H](N(CC1)C(C1=CC=C(C=C1)F)C1=CC=C(C=C1)F)C(C)C